6-[5-(2-methoxyethyl)-1,3,4-thiadiazol-2-yl]-N-(3-methylthieno[3,2-c]pyridin-4-yl)-N-[(3R)-3-piperidyl]pyridine-3-carboxamide COCCC1=NN=C(S1)C1=CC=C(C=N1)C(=O)N([C@H]1CNCCC1)C1=NC=CC2=C1C(=CS2)C